8-methyl-1-[2-methyl-5-(4,4,5,5-tetramethyl-1,3,2-dioxaborolan-2-yl)benzenesulfonyl]-1,2,3,4-tetrahydroquinoline CC=1C=CC=C2CCCN(C12)S(=O)(=O)C1=C(C=CC(=C1)B1OC(C(O1)(C)C)(C)C)C